(S)-ethyl 2-(3-fluoropyrrolidin-1-yl)nicotinate F[C@@H]1CN(CC1)C1=C(C(=O)OCC)C=CC=N1